(5Z)-2-(3-methyl-1-piperazinyl)-5-[(1-methyl-5-nitro-1H-imidazol-2-yl)methylene]thiazol-4(5H)-one CC1CN(CCN1)C=1S\C(\C(N1)=O)=C/C=1N(C(=CN1)[N+](=O)[O-])C